N1C=CC2=CC=C(C=C12)CNC1=CN=C2C(=N1)N=C(C=C2)N2C[C@@H](CC2)O (3R)-1-(3-{[(1H-indol-6-yl)methyl]amino}pyrido[2,3-b]pyrazin-6-yl)pyrrolidin-3-ol